C(CCC)C(C(=O)OCCCCN(CCN1CCN(CC1)CCN(CCCCOC(C(CCCCCC)CCCC)=O)CCCCOC(C(CCCCCC)CCCC)=O)CCCCOC(C(CCCCCC)CCCC)=O)CCCCCC ((piperazine-1,4-diylbis(ethane-2,1-diyl))bis(azanetriyl))tetrakis(butane-4,1-diyl) tetrakis(2-butyloctanoate)